C(C)(C)(C)OC(=O)NC1=C(N=C(S1)C1CCN(CC1)C(=O)OC(C)(C)C)I Tert-butyl 4-(5-((tert-butoxycarbonyl)amino)-4-iodothiazol-2-yl)piperidine-1-carboxylate